ethyl 2,4-dichloropyrazolo[1,5-a][1,3,5]triazine-7-carboxylate ClC1=NC=2N(C(=N1)Cl)N=C(C2)C(=O)OCC